4-(4-(benzyloxy)-2,3-difluorophenyl)-3-phenyl-1-((2-(trimethylsilyl)ethoxy)methyl)-1H-pyrazole C(C1=CC=CC=C1)OC1=C(C(=C(C=C1)C=1C(=NN(C1)COCC[Si](C)(C)C)C1=CC=CC=C1)F)F